C(C1=CC=CC=C1)[N+]1=CC=C(C=C1)OC1CC2(C1)CCN(CC2)C(=O)OC(C)(C)C 1-benzyl-4-[[7-(tert-butoxycarbonyl)-7-azaspiro[3.5]nonan-2-yl]oxy]pyridin-1-ium